C1=NN=C2N1C1=C(CC(C2)N)C=CC=C1 5,6-dihydro-4H-[1,2,4]triazolo[4,3-a][1]benzazepine-5-amine